[N+](=O)([O-])C=1C=C(C(=CC1)C=CC=1C(=CC(=CC1)[N+](=O)[O-])S(=O)(=O)[O-])S(=O)(=O)[O-].[Na+].[Na+].N1N=CC(=C1)C1N(CCN(C1)C1=NC(=NC=C1)C1=CN=C2N1C=C(C=C2)C(F)(F)F)C(=O)C=2C=NOC2 (2-(1H-pyrazol-4-yl)-4-(2-(6-(trifluoromethyl)imidazo[1,2-a]pyridin-3-yl)pyrimidin-4-yl)piperazin-1-yl)(isoxazol-4-yl)methanone Disodium 4,4'-Dinitrostilbene-2,2'-disulphonate